(4-bromo-5-isobutylthiazol-2-yl)acetamide BrC=1N=C(SC1CC(C)C)CC(=O)N